CC=1N=C(SC1C(=O)OCCC)NC(C[C@H](CCCNC)NC(C1=CC(=CC=C1)C1=NOC(=N1)C)=O)=O propyl 4-methyl-2-[[(3S)-6-(methylamino)-3-[[3-(5-methyl-1,2,4-oxadiazol-3-yl)benzoyl]amino]hexanoyl]-amino]thiazole-5-carboxylate